6-chloro-2-[2-(1,2-dimethylpropyl)-5-(trifluoromethyl)pyrazol-3-yl]-8-methyl-3,1-benzoxazin-4-one ClC=1C=C(C2=C(C(OC(=N2)C=2N(N=C(C2)C(F)(F)F)C(C(C)C)C)=O)C1)C